C(C)(=O)O.C1(=CC(=CC=C1)N)N m-phenylenediamine acetate